C(#N)C=1C=NN2C1C(=CC(=C2)C=2C=NN(C2)C2CCN(CC2)C(=O)C2CC(C2)NC(C=C)=O)OC N-((1r,3r)-3-(4-(4-(3-cyano-4-methoxypyrazolo[1,5-a]pyridin-6-yl)-1H-pyrazol-1-yl)piperidine-1-carbonyl)cyclobutyl)acryl-amide